BrC=1C(=NN(C1C)C1CC2(CN(C2)C(=O)OC(C)(C)C)C1)C=1C=CC2=C(CC(O2)CO[Si](C)(C)C(C)(C)C)C1 tert-butyl 6-(4-bromo-3-(2-(((tert-butyldimethylsilyl) oxy) methyl)-2,3-dihydrobenzofuran-5-yl)-5-methyl-1H-pyrazol-1-yl)-2-azaspiro[3.3]Heptane-2-carboxylate